OC1=CC=C(C=C1)C(/C=C/C1=CC=C(C=C1)\C=C/1\C(N(C(S1)=O)CC1=CC=C(C(=O)OC)C=C1)=O)=O Methyl 4-[[(5Z)-5-[[4-[(E)-3-(4-hydroxyphenyl)-3-oxoprop-1-enyl]phenyl]methylidene]-2,4-dioxo-1,3-thiazolidin-3-yl]methyl]benzoate